6-Methoxy-2,3-dihydrobenzo[b][1,4]dioxine COC1=CC2=C(OCCO2)C=C1